ClC1=C(COC[C@@H]2[C@H]([C@H](C(O2)OC)O)OCC2=C(C=C(C=C2)Cl)Cl)C=CC(=C1)Cl (3R,4S,5R)-5-(2,4-dichlorobenzyloxymethyl)-4-(2,4-dichlorobenzyloxy)-2-Methoxytetrahydrofuran-3-ol